2,2-dimethyl-3,4-dihydro-2H-1-benzopyran-3-yl (2S)-2,6-diaminohexanoate N[C@H](C(=O)OC1C(OC2=C(C1)C=CC=C2)(C)C)CCCCN